3-(3-Nitro-4-(piperidin-1-yl)phenyl)pyridazine [N+](=O)([O-])C=1C=C(C=CC1N1CCCCC1)C=1N=NC=CC1